tert-Butyl 12-amino-4,7,10-trioxadodecanoate NCCOCCOCCOCCC(=O)OC(C)(C)C